[Cl-].C[CH-]C.[Mg+2] magnesium 2-propanide chloride